N4-(4-(bicyclo[1.1.1]pentan-1-ylamino)-7-((2-(trimethylsilyl)ethoxy)methyl)-7H-pyrrolo[2,3-d]pyrimidin-2-yl)-N1-(2-(dimethylamino)ethyl)-5-methoxy-N1-methylbenzene-1,2,4-triamine C12(CC(C1)C2)NC=2C1=C(N=C(N2)NC=2C=C(C(=CC2OC)N(C)CCN(C)C)N)N(C=C1)COCC[Si](C)(C)C